guanidinoacetic acid hydrogen chloride Cl.N(C(=N)N)CC(=O)O